4-(methylamino)-6-(thiazol-5-yl)quinoline-3-carboxamide CNC1=C(C=NC2=CC=C(C=C12)C1=CN=CS1)C(=O)N